5-(Cyclopropylsulfonyl)-N-(4-(1,1,1,3,3,3-hexafluoro-2-hydroxypropan-2-yl)phenyl)isoindoline-1-carboxamide C1(CC1)S(=O)(=O)C=1C=C2CNC(C2=CC1)C(=O)NC1=CC=C(C=C1)C(C(F)(F)F)(C(F)(F)F)O